C(C)C1C(N(CC1)C)C 3-ethyl-1,2-dimethylpyrrolidine